F[C@@H]1C[C@@]2(CCCN2C1)COC1=NC2=C(C(=CC=C2C(=N1)N1CC2CCC(C1)N2)Br)F 2-{[(2r,7as)-2-fluoro-hexahydro-1H-pyrrolizin-7a-yl]methoxy}-7-bromo-4-{3,8-diazabicyclo[3.2.1]oct-3-yl}-8-fluoroquinazoline